C(C)(C)(C)C=1SC=C(N1)C(=O)NC=1C=NC(=C(C1)N1C(N(C2=NC(=NC=C2C1)SC)C)=O)Cl 2-(tert-butyl)-N-(6-chloro-5-(1-methyl-7-(methylsulfanyl)-2-oxo-1,2-dihydropyrimido[4,5-d]pyrimidin-3(4H)-yl)pyridin-3-yl)thiazole-4-carboxamide